N-((1s,4s)-4-((7-morpholino-1,6-naphthyridin-5-yl)oxy)cyclohexyl)pyrimidin O1CCN(CC1)C1=NC(=C2C=CC=NC2=C1)OC1CCC(CC1)N1CN=CC=C1